2,2,3,3,4,4,5,5-octafluorohexamethylene diisocyanate FC(CN=C=O)(C(C(C(CN=C=O)(F)F)(F)F)(F)F)F